1-[4-[3-amino-6-(2-hydroxyphenyl)pyridazin-4-yl]-1-piperidyl]ethanone 2-oxa-7,10,13,16-tetraazaoctadecan-18-oate COCCCCNCCNCCNCCNCC(=O)O.NC=1N=NC(=CC1C1CCN(CC1)C(C)=O)C1=C(C=CC=C1)O